O[C@H](COC=1C=C(C=CC1)S(=O)(=O)NC)CN[C@H]1COC2(C1)CCN(CC2)S(=O)(=O)C=2C=C1C(=NC2)CNC1=O 3-((S)-2-hydroxy-3-((R)-8-(5-oxo-6,7-dihydro-5H-pyrrolo[3,4-b]pyridin-3-ylsulfonyl)-1-oxa-8-azaspiro[4.5]dec-3-ylamino)propoxy)-N-methylbenzenesulfonamide